(2-aminoethyl)(2-((t-butoxycarbonyl)amino)ethyl)carbamic acid tert-butyl ester C(C)(C)(C)OC(N(CCNC(=O)OC(C)(C)C)CCN)=O